1,N1,N3-trimethylpropane-1,3-diamine CC(CCNC)NC